N1CCC(CC1)CCNC(OC(C)(C)C)=O tert-butyl (2-(piperidin-4-yl)ethyl)-carbamate